3-ethyl-8-fluoro-7-(hydroxymethyl)-4-thioxo-3,4-dihydroquinazolin-2(1H)-one C(C)N1C(NC2=C(C(=CC=C2C1=S)CO)F)=O